[2-oxo-4-(2,3,5-trifluorophenyl)pyrrolidin-1-ylmethyl]-1H-imidazole-4-carbonitrile O=C1N(CC(C1)C1=C(C(=CC(=C1)F)F)F)CN1C=NC(=C1)C#N